N-(1-(((6-(isoindolin-2-ylmethyl)-4-oxo-4H-pyran-3-yl)oxy)methyl)cyclopropyl)cyclopropanesulfonamide C1N(CC2=CC=CC=C12)CC1=CC(C(=CO1)OCC1(CC1)NS(=O)(=O)C1CC1)=O